5-(5-cyclopropyl-3-ethylsulfonyl-2-pyridyl)-1-(2,2,3,3,3-pentafluoropropyl)pyrrolo[2,3-c]pyridine C1(CC1)C=1C=C(C(=NC1)C=1C=C2C(=CN1)N(C=C2)CC(C(F)(F)F)(F)F)S(=O)(=O)CC